C(C)(C)(C)C=1SC(=CN1)C(=O)NC1CCCC2=CC(=CC=C12)C=1C2=C(N=CN1)NC(=C2)C=2C=NN(C2)C 2-(tert-Butyl)-N-(6-(6-(1-methyl-1H-pyrazol-4-yl)-7H-pyrrolo[2,3-d]pyrimidin-4-yl)-1,2,3,4-tetrahydronaphthalin-1-yl)thiazol-5-carboxamid